S1C(CCC1)CO (thiolan-2-yl)methanol